CN1N=CC(=C1)C1=CC2=C(O[C@H](CN2)C(N)C2=CC=CC=C2)N=C1 [(3R)-7-(1-methylpyrazol-4-yl)-2,3-dihydro-1H-pyrido[2,3-b][1,4]oxazin-3-yl]-phenyl-methanamine